C(C)(SC[C@H]1O[C@H]([C@@H]2OC(O[C@@]21C)(C)C)N2C=CC1=C2N=CN=C1N)=O S-(((3aS,4S,6R,6aR)-6-(4-amino-7H-pyrrolo[2,3-d]pyrimidin-7-yl)-2,2,3a-trimethyltetrahydrofuro[3,4-d][1,3]dioxol-4-yl)methyl) ethanethioate